CS(=O)(=O)OCCCN1CCC(CC1)C1=CC=C2C3(C=4N(C=5C=CC=C(C5C(N4)=O)Cl)C2=C1)CCCCC3 3-(4-(4'-chloro-5'-oxo-5'H-spiro[cyclohexane-1,7'-indolo[1,2-a]quinazolin]-10'-yl)piperidin-1-yl)propyl methanesulfonate